C1(CCCC1)C1=C2C(=NC=C1OCC=1C(=C(C=CC1F)N(C(OC(C)(C)C)=O)S(=O)(=O)C=1C(=NC=C(C1)F)OC)F)N(N=C2C)C2OCCCC2 tert-butyl N-[3-([[4-cyclopentyl-3-methyl-1-(oxan-2-yl)pyrazolo[3,4-b]pyridin-5-yl]oxy]methyl)-2,4-difluorophenyl]-N-(5-fluoro-2-methoxypyridin-3-ylsulfonyl)carbamate